N,N'-bis[3,5-bis[(E)-N-(diaminomethylideneamino)-C-methylcarbonimidoyl]phenyl]decanediamide NC(N)=N\N=C(/C)\C=1C=C(C=C(C1)/C(=N/N=C(N)N)/C)NC(CCCCCCCCC(=O)NC1=CC(=CC(=C1)/C(=N/N=C(N)N)/C)/C(=N/N=C(N)N)/C)=O